COC(C1=CC=C(C=C1)OCCBr)=O 4-(2-Bromoethoxy)benzoic acid methyl ester